undecanoic acid-2-butyloctyl ester C(CCC)C(COC(CCCCCCCCCC)=O)CCCCCC